ClC1=CC=C(C=C1)C=1NC=C(N1)C(=O)C1=CC(=C(C(=C1)OC)O)OC (2-(4-chlorophenyl)-1H-imidazol-4-yl)(4-hydroxy-3,5-dimethoxyphenyl)methanone